S1C(=NC=C1)N1CCN(CC1)CCC(C=C)=C 1-(4-(thiazolyl)-1-piperazinyl)-3-methylenepent-4-ene